2-(4-(3-isopropyl-2-(1-methyl-6-oxo-1,6-dihydropyridin-3-yl)-1H-indol-5-yl)piperidin-1-yl)-N,N-dimethylacetamide C(C)(C)C1=C(NC2=CC=C(C=C12)C1CCN(CC1)CC(=O)N(C)C)C1=CN(C(C=C1)=O)C